FC(C(=O)O)(F)F.N1(N=CN=C1)C=1C=C(OC2CCNCC2)C=C(C1)C(F)(F)F 4-[3-(1,2,4-triazol-1-yl)-5-(trifluoromethyl)phenoxy]piperidine 2,2,2-trifluoroacetic acid salt